C(OC1=CC=C(C=C1)[N+](=O)[O-])(OCCC1=CC=CC=C1)=O 4-nitrophenyl (1-phenethyl) carbonate